(R)-2-amino-2-(4-(2-cyclopropyl-2H-1,2,3-triazol-4-yl)phenyl)-4,4-dimethylpentanoic acid isopropyl ester C(C)(C)OC([C@@](CC(C)(C)C)(C1=CC=C(C=C1)C1=NN(N=C1)C1CC1)N)=O